C1(CCCCCCC1)NC(=O)C1=CC=2C(=NC=CC2OC)N1 N-cyclooctyl-4-methoxy-1H-pyrrolo[2,3-b]pyridine-2-formamide